NC1=C(N=CC(=N1)N1CCC(CC1)(C)CNC(OC(C)(C)C)=O)SC1=C(C(=CC=C1)C(NS(=O)(=O)C1=CC=CC=C1)=O)Cl tert-butyl ((1-(6-amino-5-((2-chloro-3-((phenylsulfonyl)carbamoyl)phenyl)thio)pyrazin-2-yl)-4-methylpiperidin-4-yl)methyl)carbamate